N-((2R,3S)-1-(3-fluoro-4-hydroxypyridin-2-yl)-2-((((CIS)-4-phenylcyclohexyl)oxy)methyl)-pyrrolidin-3-yl)methanesulfonamide FC=1C(=NC=CC1O)N1[C@H]([C@H](CC1)NS(=O)(=O)C)CO[C@@H]1CC[C@@H](CC1)C1=CC=CC=C1